O=C1CCCC2CC[C@H]3[C@@H]4CC[C@H](CC(O)(O)O)[C@]4(CC[C@@H]3[C@@]12C)C 1-oxo-pregnanetriol